(R)-((2-(2-(hydroxymethyl)-1H-benzo[d]imidazol-1-yl)-6-(3-methylmorpholino)pyrimidin-4-yl)imino)dimethyl-λ6-sulfanone OCC1=NC2=C(N1C1=NC(=CC(=N1)N=S(=O)(C)C)N1[C@@H](COCC1)C)C=CC=C2